(difluoro(2-(((5S,8S,10aR)-3-methyl-6-oxo-8-(1,2,3,4-tetrahydroisoquinoline-2-carbonyl)decahydropyrrolo[1,2-a][1,5]diazocin-5-yl)carbamoyl)benzo[b]thiophen-5-yl)methyl)phosphonic acid FC(C1=CC2=C(SC(=C2)C(N[C@H]2CN(CC[C@@H]3N(C2=O)[C@@H](CC3)C(=O)N3CC2=CC=CC=C2CC3)C)=O)C=C1)(F)P(O)(O)=O